ClC=1C=C2C(=C3C4(NC(NC13)=O)CCCCC4)OC(=C2)CN(CCC)C 5'-chloro-2'-{[methyl(propyl)amino]methyl}-7',8'-dihydro-6'H-spiro[cyclohexane-1,9'-furo[2,3-f]quinazoline]-7'-one